tert-Butyl [1-(2-aminoethyl)piperidin-4-yl]carbamate NCCN1CCC(CC1)NC(OC(C)(C)C)=O